N-(6-(2-(tert-butylamino)-2-oxoethyl)-6-azaspiro[2.5]oct-1-yl)-3,5-bis(trifluoromethyl)benzamide C(C)(C)(C)NC(CN1CCC2(CC2NC(C2=CC(=CC(=C2)C(F)(F)F)C(F)(F)F)=O)CC1)=O